4-(3-(2,4-Difluoro-3-hydroxy-5-(trifluoromethyl)phenyl)-1-methyl-1H-pyrazolo[4,3-c]pyridin-6-yl)-N,N-dimethylmorpholine-2-carboxamide FC1=C(C=C(C(=C1O)F)C(F)(F)F)C1=NN(C2=C1C=NC(=C2)N2CC(OCC2)C(=O)N(C)C)C